2-chloro-5-fluoro-6-((2-methylallyl)oxy)benzo[d]thiazole ClC=1SC2=C(N1)C=C(C(=C2)OCC(=C)C)F